pyrazolo[5,1-b][1,3]oxaazepane N1=CC=C2OCCCCN21